(S)-6-((1-(2-((3-(2-((1,5-dimethyl-1H-pyrazol-3-yl)amino)-5-methylpyrimidin-4-yl)-1H-indol-7-yl)amino)-2-oxoethyl)pyrrolidin-3-yl)oxy)-N-methylpyrazine-2-carboxamide CN1N=C(C=C1C)NC1=NC=C(C(=N1)C1=CNC2=C(C=CC=C12)NC(CN1C[C@H](CC1)OC1=CN=CC(=N1)C(=O)NC)=O)C